Cl.ClC1=CC=C(C[C@H]2CO[C@H](CN2C2CCC(CC2)C=2SC(=C(N2)C)C)CS(=O)(=O)CC)C=C1 (2R,5S)-5-(4-chlorobenzyl)-4-(4-(4,5-dimethylthiazol-2-yl)cyclohexyl)-2-((ethylsulfonyl)methyl)-morpholine hydrochloride